2-(6-(((1S,3S)-3-((5-(1,1-difluoroethyl)-1,2,4-oxadiazol-3-yl)amino)cyclopentyl)amino)pyridin-3-yl)pyridazin-3(2H)-one FC(C)(F)C1=NC(=NO1)N[C@@H]1C[C@H](CC1)NC1=CC=C(C=N1)N1N=CC=CC1=O